FC([C@@H]1CNCCO1)(F)F (2S)-2-(trifluoromethyl)morpholine